C(CC)(=O)OC1=C(N(C2=CC=C(C=C12)C)C)C methyl-(2,5-dimethyl-1H-indol-3-yl) propionate